ClC1=C(C(=O)NC[C@H]([C@@H](O)[C@H]2[C@@H]([C@H](C[C@@](O2)(C(=O)O)OCCOCCOCC#C)O)NC(CO)=O)O)C=CC=C1 (2R,4S,5R,6R)-6-((1R,2R)-3-(2-chlorobenzamido)-1,2-dihydroxypropyl)-4-hydroxy-5-(2-hydroxyacetamido)-2-(2-(2-(prop-2-yn-1-yloxy)ethoxy)ethoxy)tetrahydro-2H-pyran-2-carboxylic acid